(1R,4R)-4-(3-Chloroanilino)-2'-{(2R)-2-methyl-3-[(thieno[3,2-b]pyridin-7-yl)oxy]propyl}spiro[cyclohexane-1,1'-indene]-4-carboxylic acid ClC=1C=C(NC2(CCC3(C(=CC4=CC=CC=C34)C[C@H](COC3=C4C(=NC=C3)C=CS4)C)CC2)C(=O)O)C=CC1